2,6-difluorobenzenesulfonamide trifluoroacetate FC(C(=O)O)(F)F.FC1=C(C(=CC=C1)F)S(=O)(=O)N